CC1(CC2(C(NC(O2)C2CCCCCCCCCC2)=O)CC(N1)(C)C)C 7,7,9,9-tetramethyl-2-cycloundecyl-1-oxa-3,8-diaza-4-oxospiro[4.5]decane